2-(isoquinolin-7-yl)-N-(5-(trifluoromethyl)thiazol-2-yl)acetamide C1=NC=CC2=CC=C(C=C12)CC(=O)NC=1SC(=CN1)C(F)(F)F